1-(4-((2-hydroxyethyl)(methyl)amino)phenyl)-3-(4-isopropyl-2-(4-(trifluoromethyl)phenyl)thiazol-5-yl)propan-1-one OCCN(C1=CC=C(C=C1)C(CCC1=C(N=C(S1)C1=CC=C(C=C1)C(F)(F)F)C(C)C)=O)C